3-chloro-N-(quinolin-8-yl)furan-2-carboxamide ClC1=C(OC=C1)C(=O)NC=1C=CC=C2C=CC=NC12